2-((benzyloxy)carbonyl)cyclopropanecarboxylic acid C(C1=CC=CC=C1)OC(=O)C1C(C1)C(=O)O